1,1,3,3-tetradeuterio-N-[[6-(3-methylbutanoyl)-6-azaspiro[2.5]octan-2-yl]methyl]pyrrolo[3,4-c]pyridine-2-carboxamide [2H]C1(N(C(C=2C=NC=CC21)([2H])[2H])C(=O)NCC2CC21CCN(CC1)C(CC(C)C)=O)[2H]